(9E,11E,13E)-octadec-9,11,13-trienoic acid C(CCCCCCC\C=C\C=C\C=C\CCCC)(=O)O